FC1=CC(=C(OC=2C(=NC=NC2)N2CC3(CN(C3)C(CC3=CC=C(C#N)C=C3)=O)C2)C=C1)C=1C(=NC=NC1)C(C)C 4-(2-(6-(5-(4-fluoro-2-(4-isopropylpyrimidin-5-yl)phenoxy)pyrimidin-4-yl)-2,6-diazaspiro[3.3]heptan-2-yl)-2-oxoethyl)benzonitrile